ethyl (Z)-3-ethoxy-2-(2,4,5-trifluorobenzoyl)acrylate C(C)O\C=C(/C(=O)OCC)\C(C1=C(C=C(C(=C1)F)F)F)=O